N-(2-((3-(2,6-dichloro-3,5-dimethoxyphenyl)-1-ethyl-2-thioxo-1,2,3,4-tetrahydropyrido[4,3-d]pyrimidin-7-yl)amino)-3-methylphenyl)acrylamide ClC1=C(C(=C(C=C1OC)OC)Cl)N1C(N(C2=C(C1)C=NC(=C2)NC2=C(C=CC=C2C)NC(C=C)=O)CC)=S